Pentamethylcyclopentadienyl-(1-neopentyl-benzo[e]indenyl)hafnium CC1=C(C(=C(C1([Hf]C=1CC=2C=CC3=C(C2C1CC(C)(C)C)C=CC=C3)C)C)C)C